methanone TFA salt OC(=O)C(F)(F)F.C=O